8-(hydroxymethyl)-[1,2,4]triazolo[4,3-a]pyridine-6-carboxylic acid OCC=1C=2N(C=C(C1)C(=O)O)C=NN2